C(CCCCCC\C=C/CCCCCCCC)=O (Z)-8-heptadecenal